5-[(4R,9aS)-4-methyl-8-[(4-methyl-6-piperazin-1-yl-3-pyridyl)methyl]-3,4,6,7,9,9a-hexahydro-1H-pyrazino[1,2-a]pyrazin-2-yl]-2-deuterio-quinoline-8-carbonitrile C[C@@H]1CN(C[C@H]2N1CCN(C2)CC=2C=NC(=CC2C)N2CCNCC2)C2=C1C=CC(=NC1=C(C=C2)C#N)[2H]